Aspartic Acid Copper [Cu].N[C@@H](CC(=O)O)C(=O)O